ClC=1C=C(C=CC1)NC(=O)NC1=CC(=CC(=C1)C(=O)C=1C=C2N=C(C=NC2=CC1)N1CCOCC1)F 1-(3-chlorophenyl)-3-(3-fluoro-5-(3-morpholinoquinoxaline-6-carbonyl)phenyl)urea